N(=[N+]=[N-])C[C@@H]1[C@H]([C@@H]([C@H](C(O)O1)NC(C)=O)O)O 6-azido-6-deoxy-N-acetyl-glucosamine